C1(CC1)C=1C=2N(C=CC1)C=C(N2)CNC2=CC(=NC=1N2N=CC1C(C)C)NC[C@@H]1[C@H](CN(CC1)C(=O)OC(C)(C)C)O tert-butyl (3R,4R)-4-(((7-(((8-cyclopropylimidazo[1,2-a]pyridin-2-yl)methyl)amino)-3-isopropylpyrazolo[1,5-a]pyrimidin-5-yl)amino)methyl)-3-hydroxypiperidine-1-carboxylate